C(C)(C)(C)OC(=O)N1CC(C1)C(C1C(N(CC1)C(=O)OC(C)(C)C)=O)O tert-butyl 3-{[1-(tert-butoxycarbonyl)azetidin-3-yl](hydroxy)methyl}-2-oxopyrrolidine-1-carboxylate